C1N(CCC2=CC=CC=C12)C[C@H](CN1CCOC2=C(C1=O)C=CC(=C2)CN2CC(C2)OC)O 4-[(2R)-3-(3,4-dihydro-1H-isoquinolin-2-yl)-2-hydroxy-propyl]-8-[(3-methoxyazetidin-1-yl)methyl]-2,3-dihydro-1,4-benzoxazepin-5-one